ClC=1C(=NC(=NC1)NC=1C=NN(C1)C)N1C[C@@]2(CN(C[C@@]2(C1)C)CC(F)(F)F)C 5-Chloro-4-((3aR,6aS)-3a,6a-dimethyl-5-(2,2,2-trifluoroethyl)hexahydropyrrolo[3,4-c]pyrrol-2(1H)-yl)-N-(1-methyl-1H-pyrazol-4-yl)pyrimidin-2-amine